4,6-bis[3-(dibenzofuran-4-yl)phenyl]pyrimidine tert-butyl-(3R,4S)-4-methyl-3-((R)-2-oxo-4-phenyloxazolidine-3-carbonyl)hept-6-enoate C(C)(C)(C)OC(C[C@H]([C@H](CC=C)C)C(=O)N1C(OC[C@H]1C1=CC=CC=C1)=O)=O.C1=CC=C(C=2OC3=C(C21)C=CC=C3)C=3C=C(C=CC3)C3=NC=NC(=C3)C3=CC(=CC=C3)C3=CC=CC2=C3OC3=C2C=CC=C3